ClC=1C=CC2=C(N(N=N2)O)C1 6-chloro-1-hydroxybenzotriazole